2-Methylene-6,6-dimethylcyclohex-3-ene-1-carbaldehyde C=C1C(C(CC=C1)(C)C)C=O